C(C)(=O)N1[C@H](C(N(CC1)[C@H](C(=O)N1CCC(CC1)COC1=CC=C(C=C1)CC(=O)O)CC(C)C)=O)CC(C)C {p-[(1-{(S)-2-[(S)-4-Acetyl-3-isobutyl-2-oxo-1-piperazinyl]-4-methylvaleryl}-4-piperidyl)meth-oxy]phenyl}acetic acid